2-(2-(8-ethoxy-3,4-dihydrobenzofuro[2,3-c]pyridin-2(1H)-yl)ethyl)-3,4-dihydroisoquinolin-1(2H)-one C(C)OC1=CC=CC2=C1OC=1CN(CCC12)CCN1C(C2=CC=CC=C2CC1)=O